ClC(C(C(C(=O)OC1=C(C(=C(C(=C1Cl)Cl)Cl)Cl)Cl)(C1=CC=CC=C1)Cl)(Cl)Cl)(CCCCCCCC)Cl pentachlorophenol (pentachlorophenyl laurate)